[SiH3][O-].[Ca+2].[SiH3][O-] calcium silanolate